2-Amino-6-cyano-6-(2-(2,2-difluoroethoxy)ethyl)-7-oxo-4,5,6,7-tetrahydrobenzo[b]thiophene-3-carboxamide NC1=C(C2=C(S1)C(C(CC2)(CCOCC(F)F)C#N)=O)C(=O)N